5-(1-(5-bromo-2-fluoropyridin-3-yl)-1H-imidazol-4-yl)-N-cyclopropyl-2-fluoro-4-methylbenzamide BrC=1C=C(C(=NC1)F)N1C=NC(=C1)C=1C(=CC(=C(C(=O)NC2CC2)C1)F)C